2-((1S,3S)-3-((5-amino-2-chloro-3-(1-methyl-1H-indazol-5-yl)-1-((2-(trimethylsilyl)ethoxy)methyl)-1H-pyrrolo[2,3-b]pyridin-4-yl)amino)cyclobutyl)acetonitrile NC=1C(=C2C(=NC1)N(C(=C2C=2C=C1C=NN(C1=CC2)C)Cl)COCC[Si](C)(C)C)NC2CC(C2)CC#N